C(C)OC(C(=O)OCC)(C)C ethyl ethoxy-2-methylpropionate